ClC=1C=2N(C=C(C1)C(=O)N1C[C@@H](C[C@H](C1)F)N)N=C(C2C)C2=CC=1C(=NC(=CC1)C=1C=C3C=NNC3=CC1)N2CC2CC2 (3R,5R)-1-{4-chloro-2-[1-(cyclopropylmethyl)-6-(1H-indazol-5-yl)-1H-pyrrolo[2,3-b]pyridin-2-yl]-3-methylpyrazolo[1,5-a]pyridine-6-carbonyl}-5-fluoropiperidine-3-amine